N-(3-chloro-5-(methylsulfonamido)phenyl)-8-(trifluoromethyl)indolizine-2-carboxamide ClC=1C=C(C=C(C1)NS(=O)(=O)C)NC(=O)C=1C=C2C(=CC=CN2C1)C(F)(F)F